2-Chloro-N-(1-isopropyl-piperidin-4-yl)-6,7-dimethoxy-quinazolin-4-amine ClC1=NC2=CC(=C(C=C2C(=N1)NC1CCN(CC1)C(C)C)OC)OC